C1NCC12CCN(CC2)C=2C=CC=C1C(=NN(C21)C)C2C(NC(CC2)=O)=O 3-[7-(2,7-diazaspiro[3.5]nonan-7-yl)-1-methyl-indazol-3-yl]piperidine-2,6-dione